(S)-1-benzyl 2-methylazetidine-1,2-dicarboxylate C[C@@]1(N(CC1)C(=O)OCC1=CC=CC=C1)C(=O)[O-]